tert-butyl N-(4-bromo-2-nitro-phenyl)-N-tert-butoxycarbonyl-carbamate BrC1=CC(=C(C=C1)N(C(OC(C)(C)C)=O)C(=O)OC(C)(C)C)[N+](=O)[O-]